N-(3-hydroxypropyl)imidazo[1,2-a]pyridine-3-carboxamide OCCCNC(=O)C1=CN=C2N1C=CC=C2